2-{4-[(2,6-dioxopiperidin-3-yl)carbamoyl]-2,7-dimethyl-1H-1,3-benzodiazol-1-yl}acetic acid hydrochloride Cl.O=C1NC(CCC1NC(=O)C1=CC=C(C=2N(C(=NC21)C)CC(=O)O)C)=O